FC(C(=O)O)(F)F.FC1=CC=C(COC=2C=C3N(C(N2)=O)CC2N3CCCC2)C=C1 3-((4-Fluorobenzyl)oxy)-6,7,8,9,9a,10-hexahydro-1H-pyrido[1',2':3,4]imidazo[1,2-c]pyrimidin-1-one trifluoroacetate salt